Cl.FC1(CCC(CC1)C(N1[C@@H](CN[C@H](C1)C)C)C1=CC=C(C=C1)C(F)(F)F)F (2R,5S)-1-((4,4-Difluorocyclohexyl)(4-(trifluoromethyl)phenyl)methyl)-2,5-dimethylpiperazine hydrochloride